CSC1=CC=C(C=C1)CCCC 1-(4-methylthiophenyl)butan